FC1(CCCC=2C(=NC(=NC12)SC)N1C[C@@H]2C([C@@H]2C1)CC(=O)OC)F Methyl 2-((1R,5S,6s)-3-(8,8-difluoro-2-(methylthio)-5,6,7,8-tetrahydroquinazolin-4-yl)-3-azabicyclo[3.1.0]hexan-6-yl)acetate